C(C1=CC=CC=C1)N(C1CC(N(CC1)C(=O)OC(C)(C)C)(C)C)CC1=CC=CC=C1 tert-butyl 4-(dibenzylamino)-2,2-dimethylpiperidine-1-carboxylate